2-(thiophen-3-yl)-1,11a-dihydro-5H-benzo[e]pyrrolo[1,2-a][1,4]diazepine-5,11(10H)-dione S1C=C(C=C1)C=1CC2N(C(C3=C(NC2=O)C=CC=C3)=O)C1